([2-(bis-ethoxycarbonylmethyl-amino)-ethyl]-{[2-(7-chloro-quinolin-4-ylamino)-ethylcarbamoyl]-methyl}-amino)-ethyl acetate C(C)(=O)OCCN(CC(NCCNC1=CC=NC2=CC(=CC=C12)Cl)=O)CCNC(C(=O)OCC)C(=O)OCC